C(C1=CC=CC=C1)OC(=O)C(C)CCC=CC 5-heptene-2-carboxylic acid benzyl ester